Methyl (S)-2-(1-aminoethyl)-5-chlorobenzofuran-7-carboxylate N[C@@H](C)C=1OC2=C(C1)C=C(C=C2C(=O)OC)Cl